OC1=C(C=C(C=C1C(C)(C)C)C)N1N=C2C(=N1)C=CC(=C2)Cl 2-(2'-Hydroxy-3'-tert-butyl-5'-methylphenyl)-5-chlorobenzotriazole